ClC=1C(=C(C=CC1Cl)NC1=NC=NC2=CC=C(C=C12)[C@@H]1CN(CCC1)C(C=C)=O)F (R)-1-(3-(4-((3,4-dichloro-2-fluorophenyl)amino)quinazolin-6-yl)piperidin-1-yl)prop-2-en-1-one